N[C@@H](CNC(COC)C=1C=C(C2=C(N=C(O2)[C@H](C2CCC(CC2)(F)F)NC(OCC2=CC=CC=C2)=O)C1)F)C(F)(F)F benzyl ((1S)-(5-(1-(((S)-2-amino-3,3,3-trifluoropropyl)amino)-2-methoxyethyl)-7-fluorobenzo[d]oxazol-2-yl)(4,4-difluorocyclohexyl)methyl)carbamate